ethylbismuthanimine C(C)[Bi]=N